C[C@@H](C(=O)N[C@@H](C)C(=O)N[C@@H](C)C(=O)O)N trialanine